(3S)-3-({7-bromo-2-[4-chloro-2-(trifluoromethoxy)phenyl][1,2,4]triazolo[1,5-c]quinazolin-5-yl}amino)azepin-2-one BrC1=CC=CC=2C=3N(C(=NC12)NC=1C(N=CC=CC1)=O)N=C(N3)C3=C(C=C(C=C3)Cl)OC(F)(F)F